FC=1C(=C(C(=O)NC2=CC=CC=C2)C=CC1)OC 3-fluoro-2-methoxy-N-phenylbenzamide